NCCCS(=O)(=O)NC(CCC(C(=O)OC(C)(C)C)N(CCN(CCN(CC(=O)OC(C)(C)C)CC)CC(=O)OC(C)(C)C)CCNCC(=O)OC(C)(C)C)=O di-tert-butyl 9-(5-((3-aminopropyl)sulfonamido)-1-(tert-butoxy)-1,5-dioxopentan-2-yl)-6-(2-(tert-butoxy)-2-oxoethyl)-3-ethyl-3,6,9,12-tetraazatetradecanedioate